2-(2-(1-(cyclopropylsulfonyl)-1H-pyrazol-4-yl)pyrimidin-4-yl)-N4-isopropyl-5-((tetrahydro-2H-pyran-4-yl)ethynyl)pyridine-2,4-diamine C1(CC1)S(=O)(=O)N1N=CC(=C1)C1=NC=CC(=N1)C1(NC=C(C(=C1)NC(C)C)C#CC1CCOCC1)N